ClC=1C=C(O[C@H](C(=O)N)C)C=C(C1CC=1C=C(C(=CC1)O)C1=CC=CC=C1)Cl (S)-2-(3,5-dichloro-4-((6-hydroxy-[1,1'-biphenyl]-3-yl)methyl)phenoxy)propanamide